(E)-3-(6,6,6-Trifluorohex-4-en-1-yl)thiazolidine-2,4-dione FC(/C=C/CCCN1C(SCC1=O)=O)(F)F